N-(2,3-dichloro-6-hydroxybenzylidene)-2-methylpropane-2-sulfinamide ClC1=C(C=NS(=O)C(C)(C)C)C(=CC=C1Cl)O